[1,1'-Biphenyl]-4-yl(4-methoxyphenyl)sulfane C1(=CC=C(C=C1)SC1=CC=C(C=C1)OC)C1=CC=CC=C1